COC(=O)C1CCC(CC1)C#C (1R,4R)-4-ethynylcyclohexane-1-carboxylic acid methyl ester